6,7-dichloro-1-(3-hydroxypropyl)quinoxaline-2,3(1h,4h)-dione ClC=1C=C2NC(C(N(C2=CC1Cl)CCCO)=O)=O